N-(cyclopropylmethyl)-2-[2-fluoro-5-[[6-oxo-4-(trifluoromethyl)-1H-pyridine-3-carbonyl]amino]-4-[rac-(3R,5S)-3,4,5-trimethylpiperazin-1-yl]phenyl]-1,3-thiazole-5-carboxamide C1(CC1)CNC(=O)C1=CN=C(S1)C1=C(C=C(C(=C1)NC(=O)C1=CNC(C=C1C(F)(F)F)=O)N1C[C@H](N([C@H](C1)C)C)C)F |r|